ethyl 4-[4-(2,2-difluoro-benzo[1,3]dioxol-4-yl)-2,6-difluoro-phenoxy]-butyrate FC1(OC2=C(O1)C=CC=C2C2=CC(=C(OCCCC(=O)OCC)C(=C2)F)F)F